COC=1C=C(C=C(C1)OC)N1C(CN(C(C1)=O)C(C1=CC=C(C=C1)C(F)(F)F)=O)=O 1-(3,5-dimethoxyphenyl)-4-(4-(trifluoromethyl)benzoyl)piperazine-2,5-dione